CC=1NC(C2=CC(=CC=C2C1)C#CC)=O 3-(methyl)-7-(propynyl)isoquinolone